CO[Si]1(N(CCC1)CC(NCC(C)C)C)C 2-methoxy-2-methyl-1-(methylisobutylaminoethyl)-1-aza-2-silacyclopentane